The molecule is a 4-dodecyl-2,5-dimethylmorpholine in which the stereocentre adjacent to the oxygen has R configuration, whilst that adjacent to the nitrogen has S configuration. It is an enantiomer of a (2S,5R)-4-dodecyl-2,5-dimethylmorpholine. CCCCCCCCCCCCN1C[C@H](OC[C@@H]1C)C